C1(=C(C(=CC(=C1)C)C)C1=C(C(=C(C=C1)C1=CC(=CC=C1)N)C1=C(C=C(C=C1C)C)C)N)C dimesitylbiphenyl-3,3'-diamine